OC(C(=O)N)(C)C1=CC=CC=C1 Hydroxyphenyl-propionamide